ClC=1C=C(C=CC1C(=O)N1CCN(CC1)C(=O)[C@H]1[C@@H](CNCC1)O)NC(=O)C=1N(C(=CN1)C=1C(=NN(C1)C1=NC=C(C=C1)OC)C(F)(F)F)C N-[3-chloro-4-[4-[(3S,4R)-3-hydroxypiperidine-4-carbonyl]piperazine-1-carbonyl]phenyl]-5-[1-(5-methoxy-2-pyridyl)-3-(trifluoromethyl)pyrazol-4-yl]-1-methylimidazole-2-carboxamide